C(C1=CC=CC=C1)C1CCN(CC1)CCNS(=O)(=O)C1=CC2=CC=CC=C2C=C1 N-(2-(4-benzylpiperidin-1-yl)ethyl)naphthalene-2-sulfonamide